3-(2-chloropyrimidin-4-yl)-1-(2-fluoroethyl)-1H-indole ClC1=NC=CC(=N1)C1=CN(C2=CC=CC=C12)CCF